N-(tert-butoxycarbonyl)-N-benzoyltryptophan C(C)(C)(C)OC(=O)N([C@@H](CC1=CNC2=CC=CC=C12)C(=O)O)C(C1=CC=CC=C1)=O